tert-butyl (1-(9-isopropyl-6-((2-(1-methyl-1H-pyrazol-5-yl)benzyl)amino)-9H-purin-2-yl)piperidin-4-yl)carbamate C(C)(C)N1C2=NC(=NC(=C2N=C1)NCC1=C(C=CC=C1)C1=CC=NN1C)N1CCC(CC1)NC(OC(C)(C)C)=O